O=C(C(=O)O)C(C)C.BrC=1C=C(C(=NC1)OCC1=NC=C(C=C1)OC)OC 5-bromo-3-methoxy-2-((5-methoxypyridin-2-yl)methoxy)pyridine α-ketoisovalerate